C(C1=CC=CC=C1)(=O)OCC#C prop-2-yn-1-yl benzoate